1,6-diazaspiro[3.5]nonane-1-carboxylic acid Butyl ester C(CCC)OC(=O)N1CCC12CNCCC2